NC1=NC=CC(=C1)N1C(CCC1)=O 1-(2-aminopyridin-4-yl)pyrrolidin-2-one